C(C)N1C(N(C(=C1)C#N)C)C#N 1-ethyl-3-methylimidazoldinitrile